The molecule is an indolyl carbohydrate that is the alpha-D-mannoside of indoxyl in which the indole moiety is substituted at positions 4 and 5 by chlorine and bromine, respectively It has a role as a chromogenic compound. It is an organobromine compound, an organochlorine compound, an indolyl carbohydrate, a D-aldohexose derivative and an alpha-D-mannoside. It derives from an indoxyl. C1=CC(=C(C2=C1NC=C2O[C@@H]3[C@H]([C@H]([C@@H]([C@H](O3)CO)O)O)O)Cl)Br